(4-Amino-phenyl)-(7-methoxy-3H-benzo[e]indol-2-yl)-methanone NC1=CC=C(C=C1)C(=O)C=1NC=2C=CC3=C(C2C1)C=CC(=C3)OC